N[C@@H]1[C@@H](CN(CC1)C=1N(C(C2=C(N1)NN=C2C2=C(C1=C(N(N=C1C=C2)C)Cl)Cl)=O)C)F 6-((3R,4S)-4-amino-3-fluoropiperidin-1-yl)-3-(3,4-dichloro-2-methyl-2H-indazol-5-yl)-5-methyl-1,5-dihydro-4H-pyrazolo[3,4-d]pyrimidin-4-one